NC=1C=2N(C3=CC(=CC=C3N1)C(=O)N(CC1=NC=C(C=C1)C(F)(F)F)CC1CCCC1)C=NC2 4-amino-N-(cyclopentylmethyl)-N-((5-(trifluoromethyl)pyridin-2-yl)methyl)imidazo[1,5-a]quinoxaline-8-carboxamide